C(C)C=1C(=NC=CN1)C=1C=C(C(=O)OC)C=C(C1)F methyl 3-(3-ethylpyrazin-2-yl)-5-fluorobenzoate